(S)-2-(5-((1-(dibenzo[b,d]furan-2-yl)-2-hydroxyethyl)amino)-2-(2-fluorophenyl)-6-oxopyrimidin-1(6H)-yl)acetic acid C1=C(C=CC=2OC3=C(C21)C=CC=C3)[C@@H](CO)NC3=CN=C(N(C3=O)CC(=O)O)C3=C(C=CC=C3)F